4-[4-(4-aminopiperidin-1-yl)-1-(4-cyclopropyl-3-fluorophenyl)-6-oxopyrimidin-2-yl]-2-fluorobenzonitrile NC1CCN(CC1)C=1N=C(N(C(C1)=O)C1=CC(=C(C=C1)C1CC1)F)C1=CC(=C(C#N)C=C1)F